(R)-thiazolidine-4-carbonitrile hydrochloride Cl.S1CN[C@@H](C1)C#N